CC1=C(C=2N(C=C1C1=C(C=3N=C(SC3N1)C(=O)O)C(C)C)N=CN2)C 5-(7,8-dimethyl-[1,2,4]triazolo[1,5-a]pyridin-6-yl)-6-isopropyl-4H-pyrrolo[3,2-d]thiazole-2-carboxylic acid